(R)-N-(4-(4-(dimethylamino)piperidin-1-yl)phenyl)-6-(3-phenylisoxazolidin-2-yl)pyrimidin-4-amine CN(C1CCN(CC1)C1=CC=C(C=C1)NC1=NC=NC(=C1)N1OCC[C@@H]1C1=CC=CC=C1)C